O1CCCC2=C1C=CC(=C2)S(=O)(=O)N 3,4-dihydro-2H-1-benzopyran-6-sulfonamide